C1(CC1)C=1C(=NC(=NC1C=1C=NN2C1N=CC=C2)S(=O)(=O)C)N(C2=NN(C(=C2)C)C2OCCCC2)CC2=CC=C(C=C2)OC 5-cyclopropyl-N-(4-methoxybenzyl)-N-(5-methyl-1-(tetrahydro-2H-pyran-2-yl)-1H-pyrazol-3-yl)-2-(methylsulfonyl)-6-(pyrazolo[1,5-a]pyrimidin-3-yl)pyrimidin-4-amine